COC1=CC=C(C=C1)CCC(CCCOC1OCCCC1)=O 1-(4-Methoxyphenyl)-6-((tetrahydro-2H-pyran-2-yl)oxy)hexan-3-one